FC1=C(C=CC(=C1)C(F)(F)F)C1(CC1)C(=O)NC=1C=CC(=C(C(=O)OC)C1)C=1C=NN(C1)[C@H]1COCC1 Methyl 5-[({1-[2-fluoro-4-(trifluoromethyl) phenyl]cyclopropyl}carbonyl) amino]-2-{1-[(3R)-tetrahydrofuran-3-yl]-1H-pyrazol-4-yl}benzoate